N1CC(C1)CC(C)O (azetidin-3-yl)propan-2-ol